COC1=C(C=CC(=C1)C(F)(F)F)C=1C=2N(C(=NN1)S[C@H]1CN(CCC1)C(=O)OC(C)(C)C)N=C(C2)C Tert-butyl (R)-3-((4-(2-methoxy-4-(trifluoromethyl)phenyl)-2-methylpyrazolo[1,5-d][1,2,4]triazin-7-yl)thio)piperidine-1-carboxylate